OC1=CC=C(C=C1)C(C1=CC(=C(C=C1)O)OCC)C1=CC=C(C=C1)O 4-[bis(4-hydroxyphenyl)methyl]-2-ethoxyphenol